ClC1=C(CNC(C(C)C)=O)C=CC(=C1C=1NC(C=C(N1)C1=CN=C(S1)C#CC1CC1)=O)F N-(2-chloro-3-{4-[2-(cyclopropylethynyl)thiazol-5-yl]-6-oxo-1,6-dihydropyrimidin-2-yl}-4-fluorobenzyl)isobutyramide